BrC(C1CCCCC1)C1=CC=CC=C1 (bromo(cyclohexyl)methyl)benzene